FC(C=1C(=NC(=NC1)NC=1C(=NN(C1)C1CN(CC1)C)C)NCCCN1C(N(CCCC1)C)=O)F 1-(3-((5-(difluoromethyl)-2-((3-methyl-1-(1-methylpyrrolidin-3-yl)-1H-pyrazol-4-yl)amino)pyrimidin-4-yl)amino)propyl)-3-methyl-1,3-diazepan-2-one